N-(6-acetylbenzo[d][1,3]dioxol-5-yl)-2-(1-(thiophene-2-carbonyl)piperidin-4-yl)acetamide C(C)(=O)C=1C(=CC2=C(OCO2)C1)NC(CC1CCN(CC1)C(=O)C=1SC=CC1)=O